O=C1C[C@](OC2=CC=CC=C12)(C(=O)OC)C#CC1=C(C=CC=C1)C methyl (R)-4-oxo-2-(o-tolylethynyl)chromane-2-carboxylate